(9H-fluoren-9-yl)methyl tert-butyl (1S)-1-(3-(adamantan-1-yl)-1,2,4-oxadiazol-5-yl)butane-1,4-diyldicarbamate C12(CC3CC(CC(C1)C3)C2)C2=NOC(=N2)[C@H](CCCNC(OC(C)(C)C)=O)NC(OCC2C3=CC=CC=C3C=3C=CC=CC23)=O